C(C)OC(C1=CC(=NC=C1OCC)Br)=O 2-bromo-5-ethoxyisonicotinic acid ethyl ester